tert-Butyl (S)-3-amino-4-oxo-4-(((S)-1-oxo-3-(2H-tetrazol-5-yl)-1-((4-(trifluoromethoxy)phenyl)amino)propan-2-yl)amino)butanoate N[C@@H](CC(=O)OC(C)(C)C)C(N[C@H](C(NC1=CC=C(C=C1)OC(F)(F)F)=O)CC=1N=NNN1)=O